BrC=1N=C(N(C1)C)C(=O)O 4-bromo-1-methyl-1H-imidazole-2-carboxylic acid